C(#N)C1=C(C=C(C(=C1)F)F)[C@@H]([C@@H](C)C=1N(C(C(=C(N1)C(=O)NC=1C=NOC1)O)=O)C)C=1C=NN(C1)C 2-((1r,2r)-1-(2-cyano-4,5-difluorophenyl)-1-(1-methyl-1H-pyrazol-4-yl)propan-2-yl)-5-hydroxy-N-(isoxazol-4-yl)-1-methyl-6-oxo-1,6-dihydropyrimidine-4-carboxamide